BrC=1C=C(C=C2C(NC(=NC12)Cl)=O)C 8-bromo-2-chloro-6-methylquinazolin-4(3H)-one